2-fluoro-4-(4-methylpiperazin-1-yl)-N-(quinolin-5-yl)benzamide FC1=C(C(=O)NC2=C3C=CC=NC3=CC=C2)C=CC(=C1)N1CCN(CC1)C